3-(2-(dimethylamino)-2-oxoethyl)-1H-indole-1-carboxylic acid tert-butyl ester C(C)(C)(C)OC(=O)N1C=C(C2=CC=CC=C12)CC(=O)N(C)C